FC1=C(C=CC(=C1F)OC)C1=CN=C2N1C=CN=C2NC2=CC(=C(C(=O)N[C@@H]1C(NCC1)=O)C=C2)CC 4-[[3-(2,3-difluoro-4-methoxyphenyl)imidazo[1,2-a]pyrazin-8-yl]amino]-2-ethyl-N-[(3S)-2-oxopyrrolidin-3-yl]benzamide